Cl.N[C@@H](C)C(=O)OC(C)C isopropyl alaninate hydrochloride